F[C@@H]1[C@@H](C1)C(=O)NC1=CC=C2C(=N1)NC=C2C2=C(C1=C(NC=N1)C(=C2)F)OC (1S,2S)-2-fluoro-N-(3-(7-fluoro-4-methoxy-1H-benzo[d]imidazol-5-yl)-1H-pyrrolo[2,3-b]pyridin-6-yl)cyclopropanecarboxamide